BrC=1C(N(C(=CC1OCC1=NC=C(C=C1F)C)C)C1=CC(=NC=C1C)C1=NC(=CC=C1)C(C)(C)O)=O (P)-3-bromo-4-((3-fluoro-5-methylpyridin-2-yl)methoxy)-6''-(2-hydroxypropan-2-yl)-5',6-dimethyl-2H-[1,4':2',2''-terpyridin]-2-one